S1C(=CC=C1)C(C=C)O 1-(thiophene-2-yl)prop-2-en-1-ol